N-(((9H-fluoren-9-yl)methoxy)carbonyl)-O-(3-hydroxy-3-methylbutyl)-N-methyl-L-serine C1=CC=CC=2C3=CC=CC=C3C(C12)COC(=O)N([C@@H](COCCC(C)(C)O)C(=O)O)C